N1N=C(N=C1)N (1H-[1,2,4]triazol-3-yl)-amine